isoquinolin-8-ylcarbamate C1=NC=CC2=CC=CC(=C12)NC([O-])=O